C(C)C1N(C(CC12CCN(CC2)C2=CN=C1C(=N2)N(N=C1)C1COC1)=O)C=1C=NC(=CC1)C(F)(F)F 1-ethyl-8-(1-(oxetan-3-yl)-1H-pyrazolo[3,4-b]pyrazin-6-yl)-2-(6-(trifluoromethyl)pyridin-3-yl)-2,8-diazaspiro[4.5]decan-3-one